bis((Z)-3-hexene-1-oxy)methane C(C\C=C/CC)OCOCC\C=C/CC